FC1=C(C=C(C(=C1)C)C1=NC=NC=N1)C12CCCC(N1C(=O)N)C2 (2-fluoro-4-methyl-5-(1,3,5-triazin-2-yl)phenyl)-6-azabicyclo[3.1.1]heptane-6-carboxamide